NC1=NC=CC=C1S(=O)(=O)NC(=O)C=1C(=NC(=CC1)C1=CC(=CC=C1)OC(F)(F)F)N1C(C[C@@H](C1)C)(C)C N-[(2-Amino-3-pyridyl)sulfonyl]-6-[3-(trifluoromethoxy)phenyl]-2-[(4S)-2,2,4-trimethylpyrrolidin-1-yl]pyridin-3-carboxamid